bis(2-diphenylphosphinophenyl)ether C1(=CC=CC=C1)P(C1=C(C=CC=C1)OC1=C(C=CC=C1)P(C1=CC=CC=C1)C1=CC=CC=C1)C1=CC=CC=C1